ClC1=CC=C(C=C1)C=1C(=CSC1)C(=O)O 4-(4-chlorophenyl)thiophene-3-carboxylic acid